1-methyl-5-(1-methyl-3-{[4-(3-methylquinolin-2-yl)benzyl]oxy}-1H-pyrazol-4-yl)piperidin-2-one CN1C(CCC(C1)C=1C(=NN(C1)C)OCC1=CC=C(C=C1)C1=NC2=CC=CC=C2C=C1C)=O